N-(2-bromo-3,4-difluoro-5-methoxybenzyl)-2,2-dimethoxyethanamine BrC1=C(CNCC(OC)OC)C=C(C(=C1F)F)OC